2-bromo-4-fluoro-5-(trifluoromethyl)phenol BrC1=C(C=C(C(=C1)F)C(F)(F)F)O